2-(Difluoromethoxy)-N-[[5-(2-methoxyphenyl)-1H-1,2,4-triazol-3-yl]methyl]benzamide tert-butyl-(2S,3R,6R)-3-(hydroxymethyl-d2)-2,6-dimethylmorpholine-4-carboxylate C(C)(C)(C)OC(=O)N1[C@@H]([C@@H](O[C@@H](C1)C)C)C([2H])([2H])O.FC(OC1=C(C(=O)NCC2=NNC(=N2)C2=C(C=CC=C2)OC)C=CC=C1)F